[Pt](Cl)Cl platinum (II) chloride